methanesulfonanilide CS(=O)(=O)NC1=CC=CC=C1